ClC=1C=CC(=NC1)C=1C(C(=NN(C1)C(C)C)C(=O)O)=O 5-(5-chloropyridin-2-yl)-1-isopropyl-4-oxo-1,4-dihydropyridazine-3-carboxylic acid